NC1=NN(C=C1C=1C2=C(N=CN1)N(C=C2)COCC[Si](C)(C)C)C2(CN(C2)S(=O)(=O)C(C)C)CC#N 2-{3-[3-Amino-4-(7-{[2-(trimethylsilyl)ethoxy]methyl}-7H-pyrrolo[2,3-d]pyrimidine-4-yl)-1H-pyrazol-1-yl]-1-(isopropylsulfonyl)azetidin-3-yl}acetonitrile